(S)-7-(1H-pyrazol-3-yl)-N4-(spiro[2.2]pentan-1-yl)quinazoline-2,4-diamine N1N=C(C=C1)C1=CC=C2C(=NC(=NC2=C1)N)N[C@H]1CC12CC2